COC1=C(C=C(C=C1)OC)C1=CC=C(C=C1)N1N=NC(=C1)C1=CC(=NC=C1)C(=O)OC Methyl 4-(1-(2',5'-dimethoxy-[1,1'-biphenyl]-4-yl)-1H-1,2,3-triazol-4-yl)picolinate